2,6-Di-tert-butyl-4-(4-chlorobenzyl)cyclohex-2,5-dien-1-one C(C)(C)(C)C=1C(C(=CC(C1)CC1=CC=C(C=C1)Cl)C(C)(C)C)=O